N-(3-chloro-5-(methylsulfonamido)phenyl)-4-(5-methoxypyrimidin-2-yl)thiophene-2-carboxamide ClC=1C=C(C=C(C1)NS(=O)(=O)C)NC(=O)C=1SC=C(C1)C1=NC=C(C=N1)OC